Cl.Cl.C(C)OC1=CC(=NC=C1C1CCNCC1)N 4-ethoxy-5-(piperidin-4-yl)pyridin-2-amine dihydrochloride